3-methyl-5-(N-(4-phenoxyphenyl)-N-phenethylsulfamoyl)benzofuran-2-carboxylic acid ethyl ester C(C)OC(=O)C=1OC2=C(C1C)C=C(C=C2)S(N(CCC2=CC=CC=C2)C2=CC=C(C=C2)OC2=CC=CC=C2)(=O)=O